P(=O)(OCCNC(=O)OCC1C2=CC=CC=C2C=2C=CC=CC12)(OCC[N+](C)(C)C)[O-] 2-((((9H-fluoren-9-yl)methoxy)carbonyl)amino)ethyl (2-(trimethylammonio)ethyl) phosphate